C(#N)C1=CC(=C(C=C1F)N1CCN(CC1)C(=O)OC1CC2(CN(C2)CC2=CC=CC=C2)C1)F 2-benzyl-2-azaspiro[3.3]heptan-6-yl 4-(4-cyano-2,5-difluorophenyl)piperazine-1-carboxylate